pentaerythritol tetrakis(di-t-butyl hydroxyhydrocinnamate) C(C)(C)(C)C(C(C(=O)OCC(COC(C(C(C1=CC=CC=C1)C(C)(C)C)(O)C(C)(C)C)=O)(COC(C(C(C1=CC=CC=C1)C(C)(C)C)(O)C(C)(C)C)=O)COC(C(C(C1=CC=CC=C1)C(C)(C)C)(O)C(C)(C)C)=O)(O)C(C)(C)C)C1=CC=CC=C1